N[C@@]1(CN(CC1)C1=C(C=NC=C1C1=CC(=CC(=C1)F)F)C(=O)NC(CC)CC)C 4-[(3S)-3-amino-3-methylpyrrolidin-1-yl]-5-(3,5-difluorophenyl)-N-(pentan-3-yl)pyridine-3-carboxamide